(6'-(benzyloxy)-5,6-dihydro-[3,3'-bipyridin]-1(2H)-yl)-N-(5-(3-fluorophenoxy)thiazol-2-yl)propanamide C(C1=CC=CC=C1)OC1=CC=C(C=N1)C=1CN(CCC1)C(C(=O)NC=1SC(=CN1)OC1=CC(=CC=C1)F)C